BrC=1N=C(N(N1)C1=NC=C(C=C1)OCC(F)(F)F)C(C)NC(C1=CC(=CC(=C1)C(F)(F)F)C1C(C1)(F)F)=O N-[1-[5-bromo-2-[5-(2,2,2-trifluoroethoxy)-2-pyridyl]-1,2,4-triazol-3-yl]ethyl]-3-(2,2-difluorocyclopropyl)-5-(trifluoromethyl)benzamide